acetyl-5-bromobenzoic acid C(C)(=O)C1=C(C(=O)O)C=C(C=C1)Br